4,4'-bis(diphenylphosphinyloxy)benzhydrylamine C1(=CC=CC=C1)P(=O)(OC1=CC=C(C(C2=CC=C(C=C2)OP(=O)(C2=CC=CC=C2)C2=CC=CC=C2)N)C=C1)C1=CC=CC=C1